(12aR)-9-bromo-8-[3-(dimethylamino)prop-1-yn-1-yl]-10-fluoro-3,4,12,12a-tetrahydro-6H-pyrazino[2,1-c][1,4]benzooxazepine-2(1H)-carboxylic acid tert-butyl ester C(C)(C)(C)OC(=O)N1C[C@@H]2COC3=C(CN2CC1)C=C(C(=C3F)Br)C#CCN(C)C